3-difluoromethyl-1-methyl-1H-pyrazole-4-carboxylic acid (3',4',5'-trifluoro-biphenyl-2-yl)-amide FC=1C=C(C=C(C1F)F)C1=C(C=CC=C1)NC(=O)C=1C(=NN(C1)C)C(F)F